(R)-1,1-difluoro-1-(3-(1-((6-(4-isopropylpiperazin-1-yl)-7-methoxy-2-methylpyrido[2,3-d]pyrimidin-4-yl)amino)ethyl)phenyl)-2-methylpropan-2-ol FC(C(C)(O)C)(C1=CC(=CC=C1)[C@@H](C)NC=1C2=C(N=C(N1)C)N=C(C(=C2)N2CCN(CC2)C(C)C)OC)F